NCCC[SiH2]O 3-Aminopropylsilanol